BrC1=CN(C2=NC(=CN=C21)N2C1CC(CC2CCC1)NC(OC(C)(C)C)=O)COCC[Si](C)(C)C tert-Butyl N-[9-(7-bromo-5-{[2-(trimethylsilyl)ethoxy] methyl}-5H-pyrrolo[2,3-b]pyrazin-3-yl)-9-azabicyclo[3.3.1]nonan-3-yl]carbamate